C(C)C(C(=O)O)(CC)NC(C1=NC(=C(C=C1)N1CCCC1)OCC1(COC1)CO)=O 2-Ethyl-2-(6-((3-(hydroxymethyl)oxetan-3-yl)methoxy)-5-(pyrrolidin-1-yl)picolinamido)butanoic acid